C[N+](CC1=CC=C(C=C1)C=C)(CCCCCCCCCC)C N,N-dimethyl-N-decyl-N-(4-vinylbenzyl)ammonium